8-(4-((1R,5S)-3,8-diazabicyclo[3.2.1]octan-3-yl)-8-fluoro-2-(((2R,7aS)-2-fluorotetrahydro-1H-pyrrolizin-7a(5H)-yl)methoxy)quinazolin-7-yl)-6-hydroxy-3,4-dihydronaphthalen-1(2H)-one [C@H]12CN(C[C@H](CC1)N2)C2=NC(=NC1=C(C(=CC=C21)C=2C=C(C=C1CCCC(C21)=O)O)F)OC[C@]21CCCN1C[C@@H](C2)F